COC(=O)C1=CC(=C2C=NN(C2=C1)C1COC1)B1OC(C(O1)(C)C)(C)C 1-(oxetan-3-yl)-4-(4,4,5,5-tetramethyl-1,3,2-dioxaborolane-2-yl)-1H-indazole-6-carboxylic acid methyl ester